CN1CC(=C[C@@H](C1)C)C1=CNC2=NC=CC=C21 (S)-3-(1,5-dimethyl-1,2,5,6-tetrahydropyridin-3-yl)-1H-pyrrolo[2,3-b]pyridine